tert-butyl N-(1-acetyl-4-piperidyl)-N-[[6-[2-chloro-3-[3-chloro-2-[3-methoxy-4-[(tetrahydropyran-4-ylamino)methyl]phenyl]-4-pyridyl]phenyl]-2-methoxy-3-pyridyl]methyl]carbamate C(C)(=O)N1CCC(CC1)N(C(OC(C)(C)C)=O)CC=1C(=NC(=CC1)C1=C(C(=CC=C1)C1=C(C(=NC=C1)C1=CC(=C(C=C1)CNC1CCOCC1)OC)Cl)Cl)OC